FC(OC=1C=CC(=NC1)N1C[C@H]2[C@H](C1)CN(C2)C2=C(C(N(C1=CC=C(N=C21)Cl)C)=O)C#N)(F)F 4-[(3aS,6aS)-5-[5-(trifluoromethoxy)pyridin-2-yl]-octahydropyrrolo[3,4-c]pyrrol-2-yl]-6-chloro-1-methyl-2-oxo-1,2-dihydro-1,5-naphthyridine-3-carbonitrile